tert-butyl 2-[[tert-butyl(diphenyl)silyl]oxymethyl]-3-isobutyl-6-oxo-piperidine-1-carboxylate [Si](C1=CC=CC=C1)(C1=CC=CC=C1)(C(C)(C)C)OCC1N(C(CCC1CC(C)C)=O)C(=O)OC(C)(C)C